4-(1-((2-((6-azaspiro[3.4]octan-6-yl)methyl)-1H-indol-6-yl)methyl)-1H-1,2,3-triazol-4-yl)-6-nitro-1H-indazole C1CCC12CN(CC2)CC=2NC1=CC(=CC=C1C2)CN2N=NC(=C2)C2=C1C=NNC1=CC(=C2)[N+](=O)[O-]